[F-].C(CCCCCCCCCC)[N+]1=CC=C(C=C1)CCCC 1-undecyl-4-butylpyridinium fluoride salt